ClC1=CC=C2C(=N1)NC=C2S(=O)(=O)NC=2C(=NC(=C(C2)F)OC)F 6-Chloro-N-(2,5-difluoro-6-methoxypyridin-3-yl)-1H-pyrrolo[2,3-b]pyridine-3-sulfonamide